C(CCCCCCCCCCCCCCCCCCCCCCCC)NCCS(=O)(=O)O N-pentacosyl-taurine